4-((1-phenylethoxy)methyl)aniline C1(=CC=CC=C1)C(C)OCC1=CC=C(N)C=C1